tert-butyl 3-[3-bromo-7-(indan-2-ylcarbamoyl)pyrazolo[1,5-a]pyrimidin-2-yl]azetidine-1-carboxylate BrC=1C(=NN2C1N=CC=C2C(NC2CC1=CC=CC=C1C2)=O)C2CN(C2)C(=O)OC(C)(C)C